C12CN(CC(CC1)O2)C2CCN(CC2)C2=C(C=C(C(=C2)OC)NC2=NC=NC(=C2)N2OCC[C@@H]2C2=C(C=CC(=C2)F)F)NC(C=C)=O N-(2-(4-(8-oxa-3-azabicyclo[3.2.1]octan-3-yl)piperidine-1-yl)-5-((6-((R)-3-(2,5-difluorophenyl)isoxazolidine-2-yl)pyrimidine-4-yl)amino)-4-methoxyphenyl)acrylamide